Cl.FN1C(=CC2=C(C=CC=C12)C1=C(C=C(C=C1)N1CCN(CC1)CCCNC)OC)C(=O)N(C)C fluoro-4-(2-methoxy-4-(4-(3-(methylamino)propyl)piperazin-1-yl)phenyl)-N,N-dimethyl-1H-indole-2-carboxamide hydrochloride